(E)-3-(2-(4-((2,4-dimethylthiazol-5-yl)methyl)piperazin-1-yl)phenyl)-N-hydroxyacrylamide CC=1SC(=C(N1)C)CN1CCN(CC1)C1=C(C=CC=C1)/C=C/C(=O)NO